CN1[C@@H]([C@H](CC1=O)C(=O)NCCNC(=O)C1CCC2(CCN(CC2)C(=O)OC(C)(C)C)CC1)C=1C=NC=CC1 tert-butyl 9-((2-((2S,3S)-1-methyl-5-oxo-2-(pyridin-3-yl) pyrrolidine-3-carboxamido)ethyl)carbamoyl)-3-azaspiro[5.5]undecane-3-carboxylate